2-ethyl-5-methyl-2,3,4,5-tetrahydropyrido[2,3-f][1,4]oxazepine dihydrochloride Cl.Cl.C(C)C1OC2=C(C(NC1)C)N=CC=C2